3-deoxy-3,3-difluoroglucose FC([C@H](C=O)O)([C@H](O)[C@H](O)CO)F